CS(=O)(=O)OC1COC(CC1)C=1SC=CN1 (6-thiazol-2-yltetrahydropyran-3-yl) methanesulfonate